FC=1C(=C(C=CC1)O)C=1N=NC(=C2C1C=NC=C2)N[C@@H]2C[C@@H](CC2)O 3-fluoro-2-(1-(((1s,3r)-3-hydroxycyclopentyl)amino)pyrido[3,4-d]pyridazin-4-yl)phenol